C1(CCCCC1)CN1N=CC(=C1C)C=1C(=NC(=CC1)N(C=1N=NC(=C(C1)C)NC=1SC2=NC=CC=C2N1)C)C(=O)O 3-(1-(cyclohexylmethyl)-5-methyl-1H-pyrazol-4-yl)-6-(methyl-(5-methyl-6-(thiazolo[5,4-b]pyridin-2-ylamino)pyridazin-3-yl)amino)picolinic acid